FC=1C(=CC=C2C(C(NC12)=O)=O)C=1C=NC=CC1C 7-fluoro-6-(4-methylpyridin-3-yl)indoline-2,3-dione